N-(4-AMINO-3,4-DIOXO-1-PHENYLBUTAN-2-YL)-3-(3,4-DIHYDRO-2H-BENZO[B][1,4]DIOXEPIN-7-YL)-1-METHYL-1H-PYRAZOLE-4-CARBOXAMIDE NC(C(C(CC1=CC=CC=C1)NC(=O)C=1C(=NN(C1)C)C1=CC2=C(OCCCO2)C=C1)=O)=O